C1(=NC=CC2=CC=CC=C12)C1(CC1)C(=O)O 1-(isoquinolin-1-yl)cyclopropane-1-carboxylic acid